N-(4-((3-chloro-4-(pyridin-2-ylmethoxy)phenyl)amino)-5-methoxyquinazolin-6-yl)-3-(1-ethylpyrrolidin-2-yl)acrylamide ClC=1C=C(C=CC1OCC1=NC=CC=C1)NC1=NC=NC2=CC=C(C(=C12)OC)NC(C=CC1N(CCC1)CC)=O